5-Chloro-3-cyclopropylpyrazin-2-amine ClC=1N=C(C(=NC1)N)C1CC1